ClC1=C2C(C(N(C2=CC=C1)C)=O)(C)F 4-chloro-3-fluoro-1,3-dimethylindolin-2-one